COC(=O)C=1C=C(C2=C(N=C(O2)C2=CC(=CC=C2)C2(CC(C2)C)C2=NN=CN2C)C1)OC 7-methoxy-2-{3-[(1r,3s)-3-methyl-1-(4-methyl-1,2,4-triazol-3-yl)cyclobutyl]phenyl}-1,3-benzoxazole-5-carboxylic acid methyl ester